BrC1=C(C(=C(C(=C1[2H])[2H])[2H])[2H])OC 1-bromo-2-methoxybenzene-3,4,5,6-d4